C(CC)C(CC(C(C(C(=O)[O-])(CC(CCC)CCC)CC(CCC)CCC)(O)C(=O)[O-])C(=O)[O-])CCC Tri(2-propyl-1-pentyl)citrat